ClC1=C(NC2=CC(=CC=C12)Cl)C=1N=NC=C(C1N1CCC(CC1)N)C1=CC(=CC(=C1)C)F 1-[3-(3,6-dichloro-1H-indol-2-yl)-5-(3-fluoro-5-methylphenyl)pyridazin-4-yl]piperidin-4-amine